ClC=1C=C(C=CC1C(F)(F)F)NS(=O)(=O)C1=C(NC(=C1C(=O)N1CCNCC1)C)C N-(3-chloro-4-(trifluoromethyl)phenyl)-2,5-dimethyl-4-(piperazine-1-carbonyl)-1H-pyrrole-3-sulfonamide